sebacic acid bis(1,2,2,6,6-pentamethyl-4-piperidinyl) ester CN1C(CC(CC1(C)C)OC(CCCCCCCCC(=O)OC1CC(N(C(C1)(C)C)C)(C)C)=O)(C)C